CN1C(=C(C=C1C)C1=CC=CC=C1)C(C(=O)NC1=CC(=C(C=C1)N1CCN(CC1)C1=NC=C(C=N1)F)O)=O 2-(1,5-dimethyl-3-phenyl-1H-pyrrol-2-yl)-N-(4-(4-(5-fluoropyrimidin-2-yl)piperazin-1-yl)-3-hydroxyphenyl)-2-oxoacetamide